C(C)(=O)N(C(C1=C(C=C(C(=C1)OCC(C)NS(=O)(=O)C(F)(F)F)F)Cl)=O)CC(F)(F)F N-acetyl-2-chloro-4-fluoro-N-(2,2,2-trifluoroethyl)-5-{2-[(trifluoromethyl)sulfonamido]propoxy}benzamide